C(CCCCC)(=O)[O-].OCC[N+](C)(C)C choline caproate salt